FC(C1=CC=C(C=N1)OCC1CCN(CC1)C=O)(F)F [4-[[6-(trifluoromethyl)-3-pyridinyl]oxymethyl]-1-piperidinyl]methanone